6-nitro-1-(3,3,3-trifluoropropyl)-1H-indazole [N+](=O)([O-])C1=CC=C2C=NN(C2=C1)CCC(F)(F)F